1-methyl-3-((trifluoromethoxy)methyl)-1H-pyrazole-5-carboxylic acid lithium [Li].CN1N=C(C=C1C(=O)O)COC(F)(F)F